2,4-diamino-6,7-dimethoxyquinazoline NC1=NC2=CC(=C(C=C2C(=N1)N)OC)OC